ClC1=C(C=CC=C1)C=1N(C2=NC(=NC(=C2N1)N1CCC(CC1)C(F)(F)F)N(CC(C)(O)C)C)C1=CC=C(C=C1)Cl 1-[[8-(2-chlorophenyl)-9-(4-chlorophenyl)-6-[4-(trifluoromethyl)-1-piperidyl]purin-2-yl]-methyl-amino]-2-methyl-propan-2-ol